N1(CCC1)C1=CC2=C(C=C(O2)C(=O)NS(=O)(=O)C2=C(C=CC=C2OC)CC)C(=C1)F 6-(azetidin-1-yl)-N-(2-ethyl-6-methoxybenzene-1-sulfonyl)-4-fluoro-1-benzofuran-2-carboxamide